2-((1S,6R)-6-(difluoromethyl)-3-azabicyclo[4.1.0]heptan-3-yl)-N-(2-(4,4-difluoropiperidin-1-yl)pyrimidin-4-yl)-4-((2-hydroxyethyl)sulfonamido)benzamide FC([C@@]12CCN(C[C@H]2C1)C1=C(C(=O)NC2=NC(=NC=C2)N2CCC(CC2)(F)F)C=CC(=C1)NS(=O)(=O)CCO)F